5-((1R)-1-((3-fluoro-4-(trimethylsilyl)phenyl)carbamoyl)-6-(methoxymethyl)-3,4-dihydroisoquinolin-2(1H)-yl)-5-oxopentanoic acid FC=1C=C(C=CC1[Si](C)(C)C)NC(=O)[C@@H]1N(CCC2=CC(=CC=C12)COC)C(CCCC(=O)O)=O